OC[C@H](C1=CC=CC=C1)NC1=NC(=NC=C1C1=NC(=NO1)C12CCN(CC1)CC2)NC2=CC=C1C(=N2)N(N(C1=O)COC)C(C)C (S)-6-((4-((2-hydroxy-1-phenylethyl)amino)-5-(3-(quinuclidin-4-yl)-1,2,4-oxadiazol-5-yl)pyrimidin-2-yl)amino)-1-isopropyl-2-(methoxymethyl)-1,2-dihydro-3H-pyrazolo[3,4-b]pyridin-3-one